FC=1C=C2C(=CNC2=C(C1)C1=C(C2=C(NC(C=3N2C(=NN3)C)(C)C)N=C1)C)C 8-(5-Fluoro-3-methyl-1H-indol-7-yl)-1,4,4,9-tetramethyl-4,5-dihydropyrido[2,3-e][1,2,4]triazolo[4,3-a]pyrazin